P(=O)([O-])([O-])[O-].[Na+].N1C=NC=C1.[Na+].[Na+] Imidazole sodium phosphate